[O-2].[V+5].[Li+].[O-2].[O-2] Lithium-Vanadium oxid